OC(CN1C(=NC=C1)C)C 1-(2'-hydroxypropyl)-2-methylimidazole